CC=1C2=C(C(NN1)=O)C=NC=C2 1-Methylpyrido[3,4-d]pyridazin-4(3H)-one